rel-N-[(3S,4R)-7-methyl-6-oxo-4-({[(1s,4S)-4-phenylcyclohexyl]oxy}methyl)-1,3,4,6-tetrahydro-2H-quinolizin-3-yl]methanesulfonamide CC=1C(N2[C@H]([C@H](CCC2=CC1)NS(=O)(=O)C)COC1CCC(CC1)C1=CC=CC=C1)=O |o1:4,5|